2-iodopyrazolo[1,5-d][1,2,4]triazin-4(5H)-one IC1=NN2C=NNC(C2=C1)=O